COC1=C(C(=NC=C1)N)N 4-methoxypyridine-2,3-diamine